N-{[p-(2-{[(R)-methoxy(o-methoxyphenyl)methyl]carbonylamino}ethyl)phenyl]methyl}-3-amino-2-pyrazinecarboxamide CO[C@@H](C(=O)NCCC1=CC=C(C=C1)CNC(=O)C1=NC=CN=C1N)C1=C(C=CC=C1)OC